C(C)(C)(C)OC(=O)N1[C@@H](CN(C[C@@H]1C)C1=NC=C(N=C1)NC(=O)C=1C(=NC=2N(C1)C=C(N2)C)OCC)C.BrC=2C=C(C=CC2)C(C)(C)OC2=CC=NC=C2 4-((2-(3-bromophenyl)propan-2-yl)oxy)pyridine tert-butyl-(2R,6S)-4-(5-(7-ethoxy-2-methylimidazo[1,2-a]pyrimidine-6-carboxamido)pyrazin-2-yl)-2,6-dimethylpiperazine-1-carboxylate